C(C)(C)(C)[S@@](=O)N[C@@H]1C2=C(C=NC(=C2)OC)CC12CCN(CC2)C(=O)OC(C)(C)C tert-butyl (5S)-5-[[(R)-tert-butylsulfinyl] amino]-3-methoxyspiro[5,7-dihydro-cyclopenta[c]pyridine-6,4'-piperidine]-1'-carboxylate